di-tert-butyl (4-(8-((2-cyclopropyl-5-ethoxy-4'-fluoro-[1,1'-biphenyl]-4-yl)methyl)-2-oxo-1-oxa-3,8-diazaspiro[4.5]decan-3-yl)phenyl)phosphonate C1(CC1)C1=C(C=C(C(=C1)CN1CCC2(CN(C(O2)=O)C2=CC=C(C=C2)P(OC(C)(C)C)(OC(C)(C)C)=O)CC1)OCC)C1=CC=C(C=C1)F